CN1CCN(CC1)C1=C(C=C2C(=N1)N=C(O2)N2CCOCC2)N 5-(4-methylpiperazin-1-yl)-2-morpholinooxazolo[4,5-b]pyridin-6-amine